N-[3-(trifluoromethyl)phenyl]piperidine-1-carboxamide FC(C=1C=C(C=CC1)NC(=O)N1CCCCC1)(F)F